Cl.N[C@H](C(=O)N1CCC(CC1)CCCC1=CC2=C(N(C(N2C)=O)C2C(NC(CC2)=O)=O)C=C1)CC1=CC(=C(C=C1)F)F 3-[5-(3-{1-[(2S)-2-amino-3-(3,4-difluorophenyl)propanoyl]piperidin-4-yl}propyl)-3-methyl-2-oxo-1,3-benzodiazol-1-yl]piperidine-2,6-dione hydrochloride